ethyl 6-cyano-1-(1-methylcyclopropyl)-7-[(2R)-2-{[(3-methylpyridin-2-yl) oxy] methyl} pyrrolidin-1-yl]-4-oxo-1,4-dihydroquinoline-3-carboxylate C(#N)C=1C=C2C(C(=CN(C2=CC1N1[C@H](CCC1)COC1=NC=CC=C1C)C1(CC1)C)C(=O)OCC)=O